N1C(=NC2=C1C=CC=C2)C2=C(C=C(C=C2)Cl)C=2C(=CC(=CC2)C(N[C@H](CN(C)C)C2=CC=CC=C2)=O)C(=O)O 2'-(1H-1,3-benzodiazol-2-yl)-5'-chloro-4-{[(1S)-2-(dimethylamino)-1-phenylethyl]carbamoyl}-[1,1'-biphenyl]-2-carboxylic acid